5-nitrobenzo[d][1,3]dioxole [N+](=O)([O-])C1=CC2=C(OCO2)C=C1